6-({1-[(2S)-2-amino-2-carboxypropyl]azetidin-3-yl}oxy)-3-[(1S,2R)-2-boranopropyl]-2-hydroxybenzoic acid N[C@](CN1CC(C1)OC1=CC=C(C(=C1C(=O)O)O)[C@]1(C)CB1)(C)C(=O)O